C(C=C)(=O)N1CC(CCC1)C=1C=C(C=CC1)NCC1=CC=C(C=C1)NC1=NC=C(C(=N1)NC1=C(C=CC=C1)S(=O)(=O)NC)C(F)(F)F 2-((2-((4-(((3-(1-acryloylpiperidin-3-yl)phenyl)amino)methyl)phenyl)amino)-5-(trifluoromethyl)pyrimidin-4-yl)amino)-N-methylbenzenesulfonamide